FC(C(C(F)(F)F)(F)F)F.[Br] Bromine heptafluoropropane